NCCC=1C=C(C(=O)N2CCC3=CC(=CC=C23)S(=O)(=O)N2CCN(CC2)C2=NC(=CC(=N2)C#N)C)C=CC1 2-(4-((1-(3-(2-aminoethyl)benzoyl)indolin-5-yl)sulfonyl)piperazin-1-yl)-6-methylpyrimidine-4-carbonitrile